FC1=C(C=C(CN2C(C3=CC(=CC(=C3CC2)C=2C(=NN(C2)C)C#N)CN2C(=NC=C2)NC)=O)C=C1)OC 4-(2-(4-fluoro-3-methoxybenzyl)-7-((2-(methylamino)-1H-imidazol-1-yl)methyl)-1-oxo-1,2,3,4-tetrahydroisoquinolin-5-yl)-1-methyl-1H-pyrazole-3-carbonitrile